BrC1=NN2C(N3C(=C(C2=O)N2C[C@H](N(CC2)C(=O)OC(C)(C)C)C)C(C[C@H]3C(=O)O)C)=N1 L-2-bromo-6-((R)-4-(tert-butoxycarbonyl)-3-methylpiperazin-1-yl)-7-methyl-5-oxo-5,7,8,9-tetrahydropyrrolo[1,2-c][1,2,4]triazolo[1,5-a]pyrimidine-9-carboxylic acid